C(C\C=C/CCC)OC(CCCCC(=O)OCCCCCCBr)OCC\C=C/CCC 6-bromohexyl 6,6-bis(((Z)-hept-3-en-1-yl)oxy)hexanoate